7-fluoro-3,4-dihydro-2H-benzo[b][1,4]dioxepin-6-amine FC1=C(C2=C(OCCCO2)C=C1)N